F[C@H]1C[C@H](N(C1)C(CN1C[C@@H](CC1)NC1=C2C=CC=NC2=C(C=C1)OC(F)(F)F)=O)C#N (2S,4S)-4-fluoro-1-[2-[(3R)-3-[[8-(trifluoromethoxy)-5-quinolyl]amino]pyrrolidin-1-yl]acetyl]pyrrolidine-2-carbonitrile